C(=O)(OC(C)(C)C)N[C@H](CO)CC1=CC=CC=C1 (2S)-2-(Boc-amino)-3-phenyl-1-propanol